N1(N=CC=C1)C1=CC=C(C=N1)S(=O)(=O)C1=CC=C(C=C1)CNC(=O)C=1C=CC=2N(C1)C=CN2 N-({4-[6-(1H-pyrazol-1-yl)pyridine-3-sulfonyl]phenyl}methyl)imidazo[1,2-a]pyridine-6-carboxamide